4-(4-(bis(4-fluorophenyl)methyl)piperazin-1-yl)-6-bromo-1-methyl-3-nitro-1,5-naphthyridin-2(1H)-one FC1=CC=C(C=C1)C(N1CCN(CC1)C1=C(C(N(C2=CC=C(N=C12)Br)C)=O)[N+](=O)[O-])C1=CC=C(C=C1)F